N1=CN=C2NC=NC2=C1C=1C(=NC=CC1)NC=1C=C(C=CC1C)NC(C1=CN=C(C(=C1)C#N)C)=O N-(3-(3-(9H-purin-6-yl)pyridin-2-ylamino)-4-methylphenyl)-5-cyano-6-methylnicotinamide